4-((2R,3S,5R)-3-(3,4-difluoro-2-methoxyphenyl)-5-methyl-5-(trifluoromethyl)tetrahydrothiophene-2-carboxamido)-2-hydroxybenzoic acid FC=1C(=C(C=CC1F)[C@H]1[C@@H](S[C@](C1)(C(F)(F)F)C)C(=O)NC1=CC(=C(C(=O)O)C=C1)O)OC